C(C=C)(=O)NCCN1C(=CC=CC1)C1=NC=CC=C1 N-(2-acrylamidoethyl)-[2,2'-bipyridine]